CN(C/C=C/C(=O)NC1=CC=C(C(=O)NC2=CC(=CC=C2)NC2=NC=NC(=C2)C2=CC=NC=C2)C=C1)C (E)-4-(4-(dimethylamino)but-2-enamido)-N-(3-((6-(pyridin-4-yl)pyrimidin-4-yl)amino)phenyl)benzamide